C(C1=CC=CC=C1)=C1C(CCC1)=O 2-Benzylidenecyclopentanone